8-bromo-4-(7-fluoro-1-methyl-[1,2,4]triazolo[4,3-a]quinazolin-5-yl)-2,3-dihydro-1,4-benzoxazine BrC1=CC=CC=2N(CCOC21)C2=NC=1N(C3=CC=C(C=C23)F)C(=NN1)C